C1(CC1)C=1N=NC=2C3=C(C=C(C2C1)S(=O)(=O)NCC(C)C)CCC3 3-cyclopropyl-N-(2-methylpropyl)-8,9-dihydro-7H-cyclopenta[H]cinnoline-5-sulfonamide